tributyl-(2-methoxyethyl)phosphonium C(CCC)[P+](CCOC)(CCCC)CCCC